C(=O)(OC(C)(C)C)N1CC2=CC=C(C=C2C1)N1CCCCC1 N-Boc-5-(piperidin-1-yl)isoindoline